2-(5-methoxy-1H-indol-3-yl)-N,N-dimethylbutyramide COC=1C=C2C(=CNC2=CC1)C(C(=O)N(C)C)CC